C(C(=C)C)(=O)OCC(COCCC[Si](O[Si](C)(C)C)(O[Si](C)(C)C)C)O 3-(3-(1,1,1,3,5,5,5-heptamethyltrisiloxane-3-yl) propoxy)-2-hydroxypropyl methacrylate